2-{[(benzyloxy)carbonyl]Amino}-3-methylbutanoic acid C(C1=CC=CC=C1)OC(=O)NC(C(=O)O)C(C)C